4-(4-(4'-cyano-[1,1'-biphenyl]-4-yl)-3,6-dihydropyridin-1(2H)-yl)-N-hydroxy-2-methyl-2-(methylsulfonyl)butanamide C(#N)C1=CC=C(C=C1)C1=CC=C(C=C1)C=1CCN(CC1)CCC(C(=O)NO)(S(=O)(=O)C)C